FC1=C(C=CC(=C1)F)S(=O)(=O)NC=1C=C(C=NC1OC)C=1C=C2C(=NC=NC2=CC1)C1CCNCC1 4-(6-(5-((2,4-difluorophenyl)sulfonamido)-6-methoxypyridin-3-yl)quinazolin-4-yl)piperidine